NC=1C=C2C(C(=O)N(C2=O)C2=CC(=CC=C2)S(=O)(=O)C=C)=CC1 4-amino-N-[3-(vinylsulfonyl)phenyl]phthalimide